N-(5-(2-(((1r,4r)-4-aminocyclohexyl)amino)-8-ethylquinazolin-6-yl)-4-methylthiazol-2-yl)-2-chloro-benzenesulfonamide NC1CCC(CC1)NC1=NC2=C(C=C(C=C2C=N1)C1=C(N=C(S1)NS(=O)(=O)C1=C(C=CC=C1)Cl)C)CC